3,4-bis(11H-benzo[a]carbazol-11-yl)-2,5-bis(3-(tert-butyl)-9H-carbazol-9-yl)-6-(pyridin-3-yl)benzonitrile C1=CC=CC=2C1=C1N(C3=CC=CC=C3C1=CC2)C=2C(=C(C#N)C(=C(C2N2C1=CC=CC=C1C1=CC=C3C(=C21)C=CC=C3)N3C2=CC=CC=C2C=2C=C(C=CC32)C(C)(C)C)C=3C=NC=CC3)N3C2=CC=CC=C2C=2C=C(C=CC32)C(C)(C)C